C(C)(C)(C)C1=C(C(C=O)=CC(=C1)C(C)(C)C)O 3,5-bis(tert-butyl)salicylaldehyde